COCOC=1C(=C(C2=CC=CC=C2C1)C1=CC=CC2=CC=CC=C12)OCOC bis(methoxymethoxy)-1,1'-binaphthyl